C(CC)C1=NN(C=C1C(=O)N)CC1=CC=C(C=C1)C1=NOC(=N1)C(F)(F)F propyl-1-[[4-[5-(trifluoromethyl)-1,2,4-oxadiazol-3-yl]phenyl]methyl]-pyrazole-4-carboxamide